OC1=CC=C(C=C1)CC(C(=O)[O-])=O p-Hydroxy-phenylpyruvat